ClC1=CC=C(C=C1)NC(=S)OCC1=CC=C(OC2CN(C2)C=2C(=C(C(=O)OC)C=CC2)N2C=CC=C2)C=C1 Methyl 3-(3-(4-((((4-chlorophenyl)thiocarbamoyl)oxy)methyl)phenoxy)azetidin-1-yl)-2-(1H-pyrrol-1-yl)benzoate